CN1C(=NN=C1)C(C=1C=C(C=CC1)N1C(C2=CC(=CC(=C2C1)C(F)(F)F)CNC1(CCC1)C)=O)C1CC(C1)C 2-(3-((4-methyl-4H-1,2,4-triazol-3-yl)(3-methylcyclobutyl)methyl)-phenyl)-6-(((1-methylcyclobutyl)amino)methyl)-4-(trifluoromethyl)isoindolin-1-one